O1C(=CC=C1)C(=O)NN furoic acid hydrazide